4-(dimethoxymethyl)-1-(4-(3-(3-Fluorophenyl)-7-((tetrahydro-2H-pyran-2-yl)oxy)-2H-chromen-4-yl)phenyl)piperidine COC(C1CCN(CC1)C1=CC=C(C=C1)C1=C(COC2=CC(=CC=C12)OC1OCCCC1)C1=CC(=CC=C1)F)OC